2-propenyl-1-oxo-4-azaspiro[4.5]decane C(=CC)C1C(C2(NC1)CCCCC2)=O